BrC=1C=C(/C=C/C=2C=C(C=CC2)C2=CC=CC=C2)C=CC1OCOC (E)-3-(3-bromo-4-(methoxymethoxy)styryl)-1,1'-biphenyl